1,3-Dimethylbutyl-1-butyl-5-oxopyrrolidine-3-carboxylic acid CC(CC(C)C)C1N(C(CC1C(=O)O)=O)CCCC